tert-butyl 7-[7-(2,4-difluoro-6-isopropoxy-phenyl)-4-hydroxy-thieno[3,2-c]pyridin-6-yl]-3,4-dihydro-1H-2,6-naphthyridine-2-carboxylate FC1=C(C(=CC(=C1)F)OC(C)C)C=1C2=C(C(=NC1C1=NC=C3CCN(CC3=C1)C(=O)OC(C)(C)C)O)C=CS2